c-α-ethyl-alanine C(C)[C@](N)(C)C(=O)O